C(C=C)(=O)N1C2CN(CC1C2)C(=O)N2CCC(CC2)N2N=CC(=C2)C=2C=C(C=1N(C2)N=CC1C#N)OC 6-(1-(1-(6-acryloyl-3,6-diazabicyclo[3.1.1]heptane-3-carbonyl)piperidin-4-yl)-1H-pyrazol-4-yl)-4-methoxypyrazolo[1,5-a]pyridine-3-carbonitrile